distearyltrimethylammonium C(CCCCCCCCCCCCCCCCC)C([NH+](C)C)CCCCCCCCCCCCCCCCCC